CC(C)C1OCCO1 The molecule is a dioxolane that is 1,3-dioxolane substituted by an isopropyl group at position 2. It has a role as a metabolite. It derives from a hydride of a 1,3-dioxolane.